(S)-6-(2-chloro-4-((3-hydroxypyrrolidin-1-yl)sulfonyl)phenyl)-3-fluoropyridinecarbonitrile ClC1=C(C=CC(=C1)S(=O)(=O)N1C[C@H](CC1)O)C1=CC=C(C(=N1)C#N)F